BrC=1C=C(C=C(C1)Cl)NC(NC1=C(C(=O)NCCO)C=CC(=C1)OC)=O 2-[3-(3-bromo-5-chlorophenyl)ureido]-4-methoxy-N-(2-hydroxy-ethyl)benzamide